CC1(NC=CC2=CC(=NC=C12)N)N 1-methyl-2,7-naphthyridine-1,6-diamine